C=[Ti] methylenetitanium